N(=C=O)C(C(=O)O)COCC(C)C.FC1=C(C=C(C=C1)F)C#CC=1C=CC(=NC1)N1[C@H]2CC[C@H]2N(C1=O)C (1S,5R)-2-(5-((2,5-difluorophenyl)ethynyl)pyridin-2-yl)-4-methyl-2,4-diazabicyclo[3.2.0]heptan-3-one 2-isocyanato-3-isobutoxypropionate